ClC1=C(CC=2NC(N(N2)CC2CC2)=O)C(=CC=C1)F 5-(2-chloro-6-fluorobenzyl)-2-(cyclopropylmethyl)-2,4-dihydro-3H-1,2,4-triazol-3-one